O1NCCC=C2C1=CC=N2 Dihydropyrrolooxazepine